N-(2-(5-((4-(4-cyano-6-methylpyrimidin-2-yl)piperazin-1-yl)sulfonyl)indoline-1-carbonyl)-4-formylphenyl)methanesulfonamide C(#N)C1=NC(=NC(=C1)C)N1CCN(CC1)S(=O)(=O)C=1C=C2CCN(C2=CC1)C(=O)C1=C(C=CC(=C1)C=O)NS(=O)(=O)C